5-[3-{[(1r,4r)-4-(aminomethyl)cyclohexyl]amino}-4-(trifluoromethyl)phenyl]-1,3,4-oxadiazol-2(3H)-one hydrochloride Cl.NCC1CCC(CC1)NC=1C=C(C=CC1C(F)(F)F)C1=NNC(O1)=O